FC1=C(C=C(C=C1)OC)S(=O)(=O)N1CCC2(CC(CO2)NC[C@@H](COC=2C=C(C=CC2)S(=O)(=O)NC)O)CC1 3-((2S)-3-(8-(2-fluoro-5-methoxyphenylsulfonyl)-1-oxa-8-azaspiro[4.5]dec-3-ylamino)-2-hydroxypropoxy)-N-methylbenzenesulfonamide